C(C)(C)(C)N(C(O)=O)CC=1C=CC=C2C=C(C(NC12)=O)CC1=CC(=CC=C1)OC(F)(F)F.N1=C(C=CC=C1)C(=O)N pyridine-2-carboxamide tert-butyl-((2-oxo-3-(3-(trifluoromethoxy)benzyl)-1,2-dihydroquinolin-8-yl)methyl)carbamate